ClC1=CC2=C(N=C(O2)N2CC3(C2)CC(C3)NC(=O)C3=CC(=NC=C3)S(=O)(=O)C3CC3)C=C1 N-[2-(6-chloro-1,3-benzoxazol-2-yl)-2-azaspiro[3.3]heptan-6-yl]-2-cyclopropylsulfonyl-pyridine-4-carboxamide